4-(phenoxymethyl)cyclohex-1-en-1-yl trifluoromethanesulfonate FC(S(=O)(=O)OC1=CCC(CC1)COC1=CC=CC=C1)(F)F